S1(N=CCC1)(=O)=O isothiazoline S,S-dioxide